CC(CCOC=1C=C(OCC(=O)NC2=CC=NC=C2)C=CC1)C 2-[3-(3-methylbutoxy)phenoxy]-N-pyridin-4-ylacetamide